(R)-3-(4-(4-(1-((S)-1-cyclopropylbutan-2-yl)-1H-pyrazol-4-yl)pyrazolo[1,5-a]pyrazin-6-yl)-1H-pyrazol-1-yl)propane-1,2-diol C1(CC1)C[C@H](CC)N1N=CC(=C1)C=1C=2N(C=C(N1)C=1C=NN(C1)C[C@H](CO)O)N=CC2